N(C(=N)NC(=N)N)CCCCNC(=N)NC(=N)N tetramethylenedibiguanide